CNCCCC N-methylbutan-1-amine